ethyl (S)-3-amino-3-(2'-(trifluoromethoxy)biphenyl-3-yl)propanoate N[C@@H](CC(=O)OCC)C=1C=C(C=CC1)C1=C(C=CC=C1)OC(F)(F)F